6-((6-((5-cyclopropyl-3-(2,6-dichlorophenyl)isoxazol-4-yl)methoxy)-1-fluoronaphthalen-2-yl)oxy)nicotinic acid C1(CC1)C1=C(C(=NO1)C1=C(C=CC=C1Cl)Cl)COC=1C=C2C=CC(=C(C2=CC1)F)OC1=NC=C(C(=O)O)C=C1